1,3-bis[(2H3)methyl]thiourea C(NC(=S)NC([2H])([2H])[2H])([2H])([2H])[2H]